1,6-di-(hydroxymethyl)cyclohexane OCC1CCCCC1CO